((7-((allyloxy)carbonyl)naphthalen-2-yl)difluoromethyl)phosphonic acid C(C=C)OC(=O)C1=CC=C2C=CC(=CC2=C1)C(F)(F)P(O)(O)=O